2,3,7-trimethylnaphthalen-1-ol CC1=C(C2=CC(=CC=C2C=C1C)C)O